N1N=CC(=C1)CCNC1=NC(=NC(=C1C)C)C(=O)N1CC2(C1)CCC2 (4-((2-(1H-pyrazol-4-yl)ethyl)amino)-5,6-dimethylpyrimidin-2-yl)(2-azaspiro[3.3]heptan-2-yl)methanone